6-chloro-3,5-dimethyl-1H-indole-2-carboxylic acid ClC1=C(C=C2C(=C(NC2=C1)C(=O)O)C)C